m-(1-methoxy-1-methylpropoxy)methylstyrene COC(CC)(OCC=1C=C(C=C)C=CC1)C